C(C=C)(=O)N[C@H]1C[C@H](CC1)NC(=O)C=1SC=2N=CC=C3N(C(NC1C23)=O)C2=CC(=NC=C2)C2=CC=CC=C2 N-((1S,3R)-3-Acrylamidocyclopentyl)-4-oxo-5-(2-phenylpyridin-4-yl)-4,5-dihydro-3H-1-thia-3,5,8-triazaacenaphthylene-2-carboxamide